ClC=1C2=C(C(=NN1)N[C@H]1[C@@H](CCCC1)O)CSC2 (1R,2R)-2-[(4-chloro-5,7-dihydrothieno[3,4-d]pyridazine-1-yl)amino]cyclohexan-1-ol